((1R,8S,9s)-bicyclo[6.1.0]non-4-yn-9-yl)methyl (9-(3-(5-(4-acryloyl-2-oxopiperazin-1-yl)furan-2-yl)propanamido)nonyl)carbamate C(C=C)(=O)N1CC(N(CC1)C1=CC=C(O1)CCC(=O)NCCCCCCCCCNC(OCC1[C@H]2CCC#CCC[C@@H]12)=O)=O